ClC(C(=O)N1CCCCCC1)Cl (dichloroacetyl)azepane